(4-(3-(benzo[d]thiazol-2-ylamino)-4-methylbenzyl)piperazin-1-yl)(cyclopentyl)methanone tert-butyl-(1S,2S)-2-((3-((tetrahydro-2H-pyran-2-yl)oxy)propoxy)methyl)cyclopropane-1-carboxylate C(C)(C)(C)OC(=O)[C@@H]1[C@H](C1)COCCCOC1OCCCC1.S1C(=NC2=C1C=CC=C2)NC=2C=C(CN1CCN(CC1)C(=O)C1CCCC1)C=CC2C